NC1=NC=CC(=C1)F 2-amino-4-fluoropyridine